methyl 1-[(4-chlorophenyl) methyl]-4-[2-(methoxycarbonyl) pyrrolidin-1-yl]-2-[3-(trifluoromethoxy) phenoxy]-1H-imidazole-5-carboxylate ClC1=CC=C(C=C1)CN1C(=NC(=C1C(=O)OC)N1C(CCC1)C(=O)OC)OC1=CC(=CC=C1)OC(F)(F)F